C(#N)C1=NC=C(C(=C1)C1=CC=2N(C=C1)N=C(C2)NC(=O)C2CC2)O[C@@H]2CN(CC2)C (S)-N-(5-(2-cyano-5-((1-methylpyrrolidin-3-yl)oxy)pyridin-4-yl)pyrazolo[1,5-a]pyridin-2-yl)cyclopropanecarboxamide